4,4'-bis[10-(1-naphthyl)9-anthracenyl]biphenyl C1(=CC=CC2=CC=CC=C12)C1=C2C=CC=CC2=C(C2=CC=CC=C12)C1=CC=C(C=C1)C1=CC=C(C=C1)C=1C2=CC=CC=C2C(=C2C=CC=CC12)C1=CC=CC2=CC=CC=C12